OCC1CCN(CC1)C1=NC=C(C(=O)O)C=C1 6-(4-(Hydroxymethyl)piperidin-1-yl)nicotinic acid